CC1=NC(=CC(=C1)C=1NC2=CC(=CC=C2C1C)C1=C2CCNCC2=CC=C1)C 5-(2-(2,6-dimethylpyridin-4-yl)-3-methyl-1H-indol-6-yl)-1,2,3,4-tetrahydroisoquinoline